FC1=C(CN2C3=C(OCC2=O)C=CC(=C3)C(=O)NO)C=CC(=C1)OC 4-(2-fluoro-4-methoxybenzyl)-N-hydroxy-3-oxo-3,4-dihydro-2H-benzo[b][1,4]oxazine-6-carboxamide